2-(2,6-dimethylpyridin-4-yl)-6-(piperidin-4-yl)-1,5-dihydro-3H-pyrano[3,4,5-cd]indol CC1=NC(=CC(=C1)C=1NC=2C=CC(=C3C2C1COC3)C3CCNCC3)C